Perfluorophenyl vinyl ether C(=C)OC1=C(C(=C(C(=C1F)F)F)F)F